Cl.COC1CNC1 3-methoxyazetidine hydrochloric acid salt